Acrylphenol C(=O)(C=C)C1=C(C=CC=C1)O